5-(1-trifluoromethyl-cyclopropyl)-1,2,4-oxadiazole FC(C1(CC1)C1=NC=NO1)(F)F